C(C)(C)(C)[Si](OCC1CNC(O1)=O)(C)C 5-[[tert-butyl-(dimethyl)silyl]oxymethyl]-1,3-oxazolidin-2-one